COC1(CC=C(/C=C/C2=CC(O)=CC(O)=C2)C=C1)O 4'-methoxy-(E)-resveratrol